2,6-dichlorophenylboronic acid ClC1=C(C(=CC=C1)Cl)B(O)O